FC(C(=O)O)(F)F.FC(C(=O)O)(F)F.FC(C(=O)O)(F)F.C1CNCCC12CCC(CC2)CN2CCC(CC2)C2=CC=C1C(=NN(C1=C2)C)C2C(NC(CC2)=O)=O 3-(6-(1-((3-azaspiro[5.5]undecan-9-yl)methyl)piperidin-4-yl)-1-methyl-1H-indazol-3-yl)piperidine-2,6-dione tris(trifluoroacetate)